ClC1=NC(=C2C(=N1)N(N=C2)C2=CC=CC=C2)N 6-chloro-1-phenyl-1H-pyrazolo[3,4-d]pyrimidin-4-amine